2-(4-Fluorophenyl)-N-{4-[5-fluoro-3-(pyridin-2-yl)-1H-pyrrolo[3,2-b]pyridin-2-yl]pyridin-2-yl}acetamid FC1=CC=C(C=C1)CC(=O)NC1=NC=CC(=C1)C1=C(C2=NC(=CC=C2N1)F)C1=NC=CC=C1